C(C)(=O)[O-].C(CCC)[N+]1=CC(=CC=C1)CC 1-butyl-3-ethylpyridinium acetate